NC=1C=CC=C(C1)C1=C2NC(=C1)C=C1C=CC(=N1)C(=C1C=CC(N1)=C(C=1C=CC(N1)=C2N)N)N 5,10,15,20-tetra-aminophenyl-porphyrin